IC1=NN(C=2N=CC=C(C21)C(=O)OCC)COCC[Si](C)(C)C ethyl 3-iodo-1-(2-trimethylsilylethoxymethyl)pyrazolo[3,4-b]pyridine-4-carboxylate